O=C1N[C@@H]2[C@H](OC1)CN(CC2)C(=O)OCC2=CC=CC=C2 (cis)-benzyl 2-oxohexahydro-1H-pyrido[3,4-b][1,4]oxazine-6(7H)-carboxylate